4-(((tert-butoxycarbonyl) amino) methyl)-2-(2,6-dimethylpyridin-4-yl)-3-isopropyl-1H-indole-1-carboxylate C(C)(C)(C)OC(=O)NCC1=C2C(=C(N(C2=CC=C1)C(=O)[O-])C1=CC(=NC(=C1)C)C)C(C)C